2-(4-(2H-tetrazol-5-yl)phenoxy)-5-(1-p-toluenesulfonyl-1H-pyrazol-5-yl)pyridine N=1NN=NC1C1=CC=C(OC2=NC=C(C=C2)C2=CC=NN2S(=O)(=O)C2=CC=C(C)C=C2)C=C1